C(C)(C)(C)OC(=O)N[C@@H](C(=O)NC(C(=O)OCC)CCCC(F)(F)F)CC1=CC=CC=C1 ethyl 2-[[(2R)-2-(tert-butoxycarbonylamino)-3-phenyl-propionyl] amino]-6,6,6-trifluorohexanoate